C(C)OC(C(O)C1(OC(C(=C1)C1=CC=CC2=CC=CC=C12)=O)C(=O)[O-])=O 2-(2-Ethoxy-1-hydroxy-2-oxoethyl)-4-(naphthalen-1-yl)-5-oxo-2,5-dihydrofuran-2-carboxylate